NCC(C)C1CCN(CC1)C(=O)OC(C)(C)C tert-butyl 4-(1-aminopropan-2-yl)piperidine-1-carboxylate